COC1=CC=C(OC(C(=O)[O-])C)C=C1.[Na+] SODIUM 2-(4-METHOXYPHENOXY)PROPANOATE